C(C)(C)(C)OC(=O)N1CC2(CCCC2)[C@@H](CC1)CN1C(C=C(C=C1)C1=CC=CC=C1)=O.C(C)OC1=CC=C(N(CC(CCCC)CC)CC(CCCC)CC)C=C1 4-ethoxy-N,N-di(2-ethylhexyl)aniline tert-butyl-(R)-10-((2-oxo-4-phenylpyridin-1(2H)-yl)methyl)-7-azaspiro[4.5]decane-7-carboxylate